C(C)(=O)O[C@@H]1[C@@H]([C@@H](O[C@H]([C@H]1OC(C)=O)OC1=CC=C(C=C1)CO)C)CC(=O)[O-] [(2S,3R,4R,5S,6S)-4,5-diacetoxy-6-[4-(hydroxymethyl)phenoxy]-2-methyl-tetrahydropyran-3-yl]acetate